(R)-2-amino-N-((3-(3-fluoro-4-(4-(oxetan-3-yl)piperazin-1-yl)phenyl)-2-oxooxazolidin-5-yl)methyl)acetamide NCC(=O)NC[C@@H]1CN(C(O1)=O)C1=CC(=C(C=C1)N1CCN(CC1)C1COC1)F